4-methyl-4-oxidomorpholin-4-ium C[N+]1(CCOCC1)[O-]